5-bromo-1-(5,6-dimethylpyridin-3-yl)-3,3-dimethyl-3,4-dihydroisoquinolin BrC1=C2CC(N=C(C2=CC=C1)C=1C=NC(=C(C1)C)C)(C)C